CC=1N=C(SC1C)NC1=C(C2=C(N=N1)N(CC2)C=2SC=C(N2)C(=O)O)C {3-[(4,5-dimethyl-1,3-thiazol-2-yl)amino]-4-methyl-5H,6H,7H-pyrrolo[2,3-c]pyridazin-7-yl}-1,3-thiazole-4-carboxylic acid